C(CCCCCCCCC)N(C)C N-decyl-N,N-dimethylammonia